5-Bromo-1H-inden-2(3H)-One BrC=1C=C2CC(CC2=CC1)=O